disulfo-4,4'-diaminobenzophenone S(=O)(=O)(O)C=1C(=C(C(=O)C2=CC=C(C=C2)N)C=CC1N)S(=O)(=O)O